FC(C=1C=C(C=NC1)NC(=O)[NH-])(F)F ((5-(trifluoromethyl)pyridin-3-yl)carbamoyl)amide